4,4''-bis(3,6-diphenyl-9H-carbazol-9-yl)-5'-(pyridin-2-yl)-[1,1':3',1''-terphenyl] C1(=CC=CC=C1)C=1C=CC=2N(C3=CC=C(C=C3C2C1)C1=CC=CC=C1)C1=CC=C(C=C1)C1=CC(=CC(=C1)C1=NC=CC=C1)C1=CC=C(C=C1)N1C2=CC=C(C=C2C=2C=C(C=CC12)C1=CC=CC=C1)C1=CC=CC=C1